CC1=C(C=CC(=C1)C)C=1N=NC=CC1C#N 3-(2,4-dimethylphenyl)pyridazine-4-carbonitrile